2-chloro-N-(2-fluoro-6-hydroxyphenyl)acetamide ClCC(=O)NC1=C(C=CC=C1O)F